(2R,4S)-2-((4-(8-(1,3,4-oxadiazol-2-yl)-2-(perfluoroethyl)imidazo[1,2-a][1,8]naphthyridin-4-yl)benzyl)oxy)-4-(3-chlorophenyl)-1,3,2-dioxaphosphinane 2-oxide O1C(=NN=C1)C=1N=C2N(C=3N=C(C=C(C3C=C2)C2=CC=C(CO[P@]3(OCC[C@H](O3)C3=CC(=CC=C3)Cl)=O)C=C2)C(C(F)(F)F)(F)F)C1